COC1=CC=C(C=C1)C(CCC(=O)OC)=O Methyl 4-(4-methoxyphenyl)-4-oxobutanoate